(3R)-2-hydroxy-3-(2-(4-phosphonophenyl)-2-pivalamidoacetamido)-3,4-dihydro-2H-benzo[e][1,2]oxaborinine-8-carboxylic acid OB1OC2=C(C[C@@H]1NC(C(NC(C(C)(C)C)=O)C1=CC=C(C=C1)P(=O)(O)O)=O)C=CC=C2C(=O)O